n-butyl 2-(3-((dimethylamino)methyl)piperazin-1-yl)-7,8-dihydropyrido[4,3-d]pyrimidine-6(5H)-carboxylate CN(C)CC1CN(CCN1)C=1N=CC2=C(N1)CCN(C2)C(=O)OCCCC